C1(CC1)OC=1C=NC(=C(C=O)C1)NC 5-CYCLOPROPOXY-2-(METHYLAMINO)NICOTINALDEHYDE